(1-(5-((7-oxabicyclo[2.2.1]hept-2-yl)ethynyl)-2-chloropyridin-4-yl)piperidin-4-yl)-N,N-dimethylethan-1-amine C12C(CC(CC1)O2)C#CC=2C(=CC(=NC2)Cl)N2CCC(CC2)C(C)N(C)C